9-Cyclopropyl-6-fluoro-1,4,4-trimethyl-8-(1-methylsulfonyl-1H-indol-4-yl)-5H-[1,2,4]triazolo[4,3-a]quinoxaline C1(CC1)C=1C(=CC(=C2NC(C=3N(C12)C(=NN3)C)(C)C)F)C3=C1C=CN(C1=CC=C3)S(=O)(=O)C